ClC1=CC(=C2C(=N1)N(C=C2)C2CN(C2)C(=O)OC(C)(C)C)CO tert-butyl 3-(6-chloro-4-(hydroxymethyl)-1H-pyrrolo[2,3-b]pyridin-1-yl)azetidine-1-carboxylate